N[C@@H]1CN(CC1)C(=O)OCC1=CC=CC=C1 (S)-benzyl 3-aminopyrrolidine-1-carboxylate